BrC1=CC=C(C2=CC=CC=C12)CN=C=S bromo-4-(isothiocyanatomethyl)naphthalene